5-amino-8-(difluoromethyl)-4-(3-methoxy-2,6-dimethylphenyl)-2-methyl-7,8-dihydro-1,3,4,7,8,9-hexaazabenzo[cd]cyclopenta[f]azulen-6(4H)-one NC=1N(C=2C3=C(C4=C(NC(C13)=O)N(N=C4)C(F)F)N=C(N2)C)C2=C(C(=CC=C2C)OC)C